tert-butyl (S)-(1-(3-chloro-5-(3-fluoro-4-(piperidin-4-yl)phenyl)thiophene-2-carbonyl)pyrrolidin-3-yl)carbamate ClC1=C(SC(=C1)C1=CC(=C(C=C1)C1CCNCC1)F)C(=O)N1C[C@H](CC1)NC(OC(C)(C)C)=O